C(CCCCCCCCCCCCC)N1CCC(CC1)C(=O)O N-n-tetradecyl-piperidine-4-carboxylic acid